2-((S)-1-(4-(6-((3-fluoroquinolin-8-yl)methoxy)pyridin-2-yl)piperidin-1-yl)ethyl)-1-(((S)-oxetan-2-yl)methyl)-1H-benzo[d]imidazole-6-carboxylic acid FC=1C=NC2=C(C=CC=C2C1)COC1=CC=CC(=N1)C1CCN(CC1)[C@@H](C)C1=NC2=C(N1C[C@H]1OCC1)C=C(C=C2)C(=O)O